FC1=C(C=C(CN2N=C(C=3CN(CC(C32)C)C(=O)C=3NC=CC3)C(=O)O)C=C1)[N+](=O)[O-] 1-(4-fluoro-3-nitrobenzyl)-7-methyl-5-(1H-pyrrole-2-carbonyl)-4,5,6,7-tetrahydro-1H-pyrazolo[4,3-c]pyridine-3-carboxylic acid